((1S,2R)-2-(Benzylmethylamino)-2-(5-fluoro-2-methoxyphenyl)cyclopropyl)methanol C(C1=CC=CC=C1)N([C@]1([C@H](C1)CO)C1=C(C=CC(=C1)F)OC)C